2-(3-((4-phenethoxyphenyl)carbamoyl)phenyl)-isonicotinic acid C(CC1=CC=CC=C1)OC1=CC=C(C=C1)NC(=O)C=1C=C(C=CC1)C=1C=C(C(=O)O)C=CN1